(1S,2S,5S)-(-)-2-hydroxy-3-pinanone C[C@@]1([C@H]2C[C@H](C2(C)C)CC1=O)O